7-{[1-(2-fluorophenyl)-1H-1,2,3-triazol-4-yl]methyl}-5-[2-methoxy-6-(trifluoromethyl)pyridin-3-yl]-7H-pyrrolo[2,3-d]pyrimidin-4-amine FC1=C(C=CC=C1)N1N=NC(=C1)CN1C=C(C2=C1N=CN=C2N)C=2C(=NC(=CC2)C(F)(F)F)OC